C1=NC=NC=2N=CC=3N(C12)C=CN3 imidazo[1,2-f]pteridin